heptyl-3-methylimidazole formate C(=O)O.C(CCCCCC)C1=NC=CN1C